(2S,4R)-N-((R)-1-(1H-pyrrolo[3,2-c]pyridin-2-yl)ethyl)-4-fluoro-4-(fluoromethyl)-1-((4-(4-fluorophenoxy)benzoyl)glycyl)pyrrolidine-2-carboxamide N1C(=CC=2C=NC=CC21)[C@@H](C)NC(=O)[C@H]2N(C[C@](C2)(CF)F)C(CNC(C2=CC=C(C=C2)OC2=CC=C(C=C2)F)=O)=O